6-iodo-1H-pyrazolo[4,3-b]pyridineid IC=1C=C2C(=NC1)[C-]=NN2